[Cu+].BrC1=CC=CC=2N(C(NC21)=O)[C@H]2CC[C@H](CC2)C(=O)NC2=C(C(=C(C=C2)OC)F)F (cis)-4-(4-bromo-2-oxo-2,3-dihydro-1H-1,3-benzodiazol-1-yl)-N-(2,3-difluoro-4-methoxyphenyl)cyclohexane-1-carboxamide copper(I)